N1=CC=C(C=C1)C=1NC=2C(=C3C=CC=NC3=C3N=CC=CC23)N1 2-(4-pyridyl)imidazo[4,5-f][1,10]Phenanthroline